4-(4-(4-fluorophenoxy)benzyl)-2-(4-methoxyphenyl)-5-methyloxazole FC1=CC=C(OC2=CC=C(CC=3N=C(OC3C)C3=CC=C(C=C3)OC)C=C2)C=C1